(2-cyclobutylsulfonylphenyl)-[4-(6-fluoro-1,3-benzothiazol-2-yl)piperazin-1-yl]methanone C1(CCC1)S(=O)(=O)C1=C(C=CC=C1)C(=O)N1CCN(CC1)C=1SC2=C(N1)C=CC(=C2)F